7-(5-chloro-2-(4-(trifluoromethyl)-1H-1,2,3-triazol-1-yl)phenyl)furo[3,2-b]pyridin-5(4H)-one ClC=1C=CC(=C(C1)C=1C2=C(NC(C1)=O)C=CO2)N2N=NC(=C2)C(F)(F)F